C1(CCC1)OC1=CC=C(C=C1)CNC(N(CC1CN(CCC1)C)CC1=CC=C(C=C1)F)=O 3-(4-cyclobutoxyphenyl-methyl)-1-(4-fluorophenylmethyl)-1-((1-methylpiperidin-3-yl)methyl)urea